3-(difluoromethyl)-5-chloro-1-methyl-1H-pyrazole-4-formaldehyde FC(C1=NN(C(=C1C=O)Cl)C)F